C(C=C)[C@H]1[C@](CN(C1)S(NCCNC(=O)OC(C)(C)C)(=O)=O)(C(=O)OCC1=CC=CC=C1)N=[N+]=[N-] |r| (rac)-benzyl trans-4-allyl-3-azido-1-(N-(2-((tert-butoxycarbonyl)amino)ethyl)sulfamoyl)pyrrolidine-3-carboxylate